propyl (4-nitrophenyl) carbonate C(OCCC)(OC1=CC=C(C=C1)[N+](=O)[O-])=O